N-{[5-chloro-6-(6-fluoro-5-methoxy-2-pyridyl)-2-indolyl]methyl}1-(methylamino)cyclopropanecarboxamide ClC=1C=C2C=C(NC2=CC1C1=NC(=C(C=C1)OC)F)CNC(=O)C1(CC1)NC